O.BrC=1C=C(C=CC1C(NS(=O)(=O)C1=CC(=C(C=C1)NCC1CCOCC1)N=O)=O)N1CCN(CC1)C(=O)OC(C)(C)C tert-butyl 4-[3-bromo-4-([3-nitroso-4-[(oxan-4-ylmethyl)amino]benzenesulfonyl]carbamoyl)phenyl]piperazine-1-carboxylate hydrate